FC1([C@H]2CC=3C(=NN(C3C[C@]21C)COCC[Si](C)(C)C)C=O)F (4aS,5aR)-5,5-Difluoro-5a-methyl-1-((2-(trimethylsilyl)ethoxy)methyl)-1,4,4a,5,5a,6-hexahydrocyclopropa[f]indazole-3-carbaldehyde